C1(=CC=CC=C1)C1=NC(=NC(=N1)C1=CC=CC=C1)C1=NC=CC(=C1)C1=CC=C2C=3C=CC(=CC3C3(C2=C1)CCCCC3)C#N 7'-(2-(4,6-diphenyl-1,3,5-triazin-2-yl)pyridin-4-yl)spiro[cyclohexane-1,9'-fluorene]-2'-carbonitrile